4-[4-[[2-methyl-5-[(1S,2S,3S,4R,5S)-2,3,4-tribenzyloxy-1-ethyl-6,8-dioxabicyclo[3.2.1]oct-5-yl]phenyl]methyl]phenyl]butan-1-ol CC1=C(C=C(C=C1)[C@]12[C@@H]([C@H]([C@@H]([C@](CO1)(O2)CC)OCC2=CC=CC=C2)OCC2=CC=CC=C2)OCC2=CC=CC=C2)CC2=CC=C(C=C2)CCCCO